N1(CCNCC1)C1=NC=C(C=N1)CC1CCOCC1 2-piperazin-1-yl-5-(tetrahydro-2H-pyran-4-ylmethyl)pyrimidine